tert-butyl (5S)-5-[[4-[4-[2,3-difluoro-4-(isopropylsulfonylamino)phenoxy]-2-methyl-thiazol-5-yl]pyrimidin-2-yl]amino]-3,3-difluoro-piperidine-1-carboxylate FC1=C(OC=2N=C(SC2C2=NC(=NC=C2)N[C@H]2CC(CN(C2)C(=O)OC(C)(C)C)(F)F)C)C=CC(=C1F)NS(=O)(=O)C(C)C